NCC(=O)N1C(CCCC1)C(=O)OC1=C(C=C(C=C1)CNC(CCCC\C=C\C(C)C)=O)OC (E)-2-methoxy-4-[(8-methylnon-6-enamido)methyl]phenyl 1-glycylpiperidine-2-carboxylate